4-methoxybutanal COCCCC=O